hydroxyl-cobalt iron carbonate C([O-])([O-])=O.[Fe+2].O[Co+]